COC1=CC=C(CN(C=2N=C(OC2C(CC(CC)=O)=O)C2=CC(=NC=C2)OC)CC2=CC=C(C=C2)OC)C=C1 1-(4-(bis(4-methoxybenzyl)amino)-2-(2-methoxypyridin-4-yl)oxazol-5-yl)pentane-1,3-dione